1-(6-(2,4-difluorophenoxy)pyridin-3-yl)ethan-1-one Bortellurate B(O)(O)[TeH].FC1=C(OC2=CC=C(C=N2)C(C)=O)C=CC(=C1)F